1,2-di(4-vinylphenyl)ethane methyl-N-[5-[6-[(4-fluoro-3-methoxy-benzoyl)-(2-methoxyethyl)amino]imidazo[1,2-a]pyridin-3-yl]-2-pyridyl]carbamate COC(NC1=NC=C(C=C1)C1=CN=C2N1C=C(C=C2)N(CCOC)C(C2=CC(=C(C=C2)F)OC)=O)=O.C(=C)C2=CC=C(C=C2)CCC2=CC=C(C=C2)C=C